tert-butyloxycarbonyl-D-pyroglutamate C(C)(C)(C)OC(=O)N1[C@H](CCC1=O)C(=O)[O-]